IC1=C(C=CC=C1)C(C)=O 1-(2-iodophenyl)ethan-1-one